(6-Methyl-2-oxo-1-(2,2,2-trifluoroethyl)-5-(2,3,5-trifluorophenyl)piperidin-3-yl)carbamic acid tert-butyl ester C(C)(C)(C)OC(NC1C(N(C(C(C1)C1=C(C(=CC(=C1)F)F)F)C)CC(F)(F)F)=O)=O